ClP(=O)(C(C)C)OC(C)C 2-[chloro(isopropyl)phosphoryl]oxypropane